C1(CCC1)[C@H]([C@H](CC=C)C)O (1S,2S)-1-CYCLOBUTYL-2-METHYLPENT-4-EN-1-OL